(2S,3R,4R)-3-((tert-Butyldimethylsilyl)oxy)-4-(4,7,10-tris(2-(tert-butoxy)-2-oxoethyl)-1,4,7,10-tetraazacyclododecan-1-yl)pyrrolidin [Si](C)(C)(C(C)(C)C)O[C@@H]1CNC[C@H]1N1CCN(CCN(CCN(CC1)CC(OC(C)(C)C)=O)CC(OC(C)(C)C)=O)CC(=O)OC(C)(C)C